BrC=1C(=CC2=C(N(C=N2)C2=CC=C(C=C2)OC(C)C)C1)C 6-bromo-5-methyl-1-[4-(propan-2-yloxy)phenyl]-1H-1,3-benzodiazole